CC1=C(C=CC=C1)[I+]C1=CC=CC=C1 methyl-diphenyl-iodonium